1-(4-(4-bromobutoxy)phenyl)-3-m-bromophenyl-2-propen-1-one BrCCCCOC1=CC=C(C=C1)C(C=CC1=CC(=CC=C1)Br)=O